CC1=C(N=C(N1)N=NC2=CC=CC=C2)N=NC3=CC=CC=C3 (5-methyl-2-phenyldiazenyl-1H-imidazol-4-yl)-phenyldiazene